C(OCC)(OCC(Cl)Cl)=O ethyl (2,2-dichloroethyl) carbonate